O1CCN(CC1)[C@@H]1CC[C@H](CC1)NC=1C2=C(N=CN1)NC=C2C2=CC=1N(C=C2)N=CC1C(=O)NC=1C=NC=CC1 5-(4-((trans-4-morpholinocyclohexyl)amino)-7H-pyrrolo[2,3-d]pyrimidin-5-yl)-N-(pyridin-3-yl)pyrazolo[1,5-a]pyridine-3-carboxamide